FC=1C=2N(C=C(C1)NC(=O)C=1C=CC(=C3C=CC(=NC13)OCCOC)N1C[C@@H](N([C@H](C1)C)C(=O)OC(C)(C)C)C)C=C(N2)C tert-butyl (2S,6S)-4-[8-({8-fluoro-2-methylimidazo[1,2-a]pyridin-6-yl}carbamoyl)-2-(2-methoxyethoxy)quinolin-5-yl]-2,6-dimethylpiperazine-1-carboxylate